CIS-1-(Cyclobutyl-methyl)-8-dimethylamino-3-[3-(3-hydroxy-piperidin-1-yl)-3-oxopropyl]-8-phenyl-1,3-diazaspiro[4.5]decan-2-one C1(CCC1)CN1C(N(CC12CCC(CC2)(C2=CC=CC=C2)N(C)C)CCC(=O)N2CC(CCC2)O)=O